ClC1=CC=C(C(=N1)C=O)N1CCC(CC1)(O)COCC(OC)OC 6-chloro-3-{4-[(2,2-dimethoxyethoxy)methyl]-4-hydroxypiperidin-1-yl}pyridine-2-carbaldehyde